OC1=CC2=C(N(C3=C1C=CC=C3)C(=O)N)C=CC=C2 10-hydroxy-5H-dibenzo[b,f]azepine-5-formamide